C(C1=CC=CC=C1)OC(=O)N[C@@H](CO[C@H]1O[C@H]2C34[C@H]([C@@H](CC[C@H]3[C@H]1C)C)CC[C@@](OO4)(O2)C)C(=O)N[C@@H](CC2=CC=CC=C2)C(=O)OC Methyl N-((benzyloxy)carbonyl)-O-((3R,5aS,6R,8aS,9R,10S,12R,12R)-3,6,9-trimethyl decahydro-12H-3,12-epoxy[1,2]dioxepino[4,3-i]isochromen-10-yl)-L-seryl-L-phenylalaninate